CC=1C(=C(SC1C)C1=CC=C(C(=N1)C)O[C@@H]1C[C@H](CCC1)C(=O)[O-])C=O (1S,3S)-3-((6-(Methyl 3-formyl-5-methylthiophen-2-yl)-2-methylpyridin-3-yl)oxy)cyclohexane-1-carboxylate